(S*)-ethyl 4-(2-chloro-3,4-difluorophenyl)-6-(piperidin-4-yl)-2-(thiazol-2-yl)-1,4-dihydropyrimidine-5-carboxylate ClC1=C(C=CC(=C1F)F)[C@H]1N=C(NC(=C1C(=O)OCC)C1CCNCC1)C=1SC=CN1 |o1:9|